CC=1C=C(C=C(C1N)C)C(C)(C)C1=CC(=C(C(=C1)C)N)C 2,2-bis(3,5-dimethyl-4-aminophenyl)propane